NC1CC2=CC=C(C=C2C1)C(=O)NC1=CC=C(C=C1)S(=O)(=O)N1CCN(CC1)C1=NC(=CC(=C1)C(F)(F)F)Cl 2-amino-N-[4-[4-[6-chloro-4-(trifluoromethyl)-2-pyridinyl]piperazin-1-yl]sulfonylphenyl]indan-5-carboxamide